cyclohex-ylmethyl lactate C(C(O)C)(=O)OCC1CCCCC1